methyltri-n-octyl-phosphonium nitrate [N+](=O)([O-])[O-].C[P+](CCCCCCCC)(CCCCCCCC)CCCCCCCC